4-amino-N-methyl-N-((3S)-6-nitro-2,3-dihydro-1-benzofuran-3-yl)-1,3-dihydrofuro[3,4-c]quinoline-8-carboxamide NC1=NC=2C=CC(=CC2C2=C1COC2)C(=O)N([C@@H]2COC1=C2C=CC(=C1)[N+](=O)[O-])C